1-(4-Fluorophenyl)-N-(2,3,6-trifluoro-4-(2-(((3S,5S)-5-fluoropiperidin-3-yl)amino)-8-isopropyl-7-oxo-7,8-dihydropteridin-6-yl)phenyl)methanesulfonamide hydrochloride Cl.FC1=CC=C(C=C1)CS(=O)(=O)NC1=C(C(=C(C=C1F)C1=NC=2C=NC(=NC2N(C1=O)C(C)C)N[C@@H]1CNC[C@H](C1)F)F)F